CC(CC1=CC=CC=C1)NC=1C=2N=CN([C@H]3[C@H](O)[C@H](O)[C@@H](CO)O3)C2N=CN1 (R)-N-(1-methyl-2-phenylethyl)adenosine